[K].CN(S(=O)(=O)NC(NC1=C2CCCC2=CC=2CCCC12)=O)CC1N(CCC1)C 3-(N-Methyl-N-((1-methylpyrrolidin-2-yl)methyl)sulfamoyl)-1-(1,2,3,5,6,7-hexahydro-s-indacen-4-yl)urea, potassium salt